2-(2-amino-6-chloro-9H-purin-9-yl)-N-(3-cyclopropyl-1-ethyl-1H-pyrazol-5-yl)acetamide NC1=NC(=C2N=CN(C2=N1)CC(=O)NC1=CC(=NN1CC)C1CC1)Cl